ClC1=CC=C(C=C1)C1=CC=2C3=C(C=NC2C=C1)N(C(N3C3=NC=CC(=N3)C(F)(F)F)=N)C 8-(4-Chlorophenyl)-3-methyl-1-(4-(trifluoromethyl)pyrimidin-2-yl)-1,3-dihydro-2H-imidazo[4,5-c]quinolin-2-imine